C1(CCCC1)OC=1C=C(C=CC1OC)[C@@H]1CC(NC1)=CC(=O)OCC (S)-(-)-ethyl [4-(3-cyclopentyloxy-4-methoxyphenyl) pyrrolidin-2-ylidene]Acetate